(4-fluorophenyl)(3-(5-(trifluoromethyl)-1,2,4-oxadiazol-3-yl)-6,7-dihydrothieno[3,2-c]pyridin-5(4H)-yl)methanone FC1=CC=C(C=C1)C(=O)N1CC2=C(CC1)SC=C2C2=NOC(=N2)C(F)(F)F